cyclopenta[1,2-c]pyridine-6-amine C1=NC=CC2=C1C=C(C2)N